(3aR,5s,6aS)-2-((5-bromo-3-methylpyridin-2-yl)methyl)-N-(6-(cyclohexylsulfonyl)pyridazin-3-yl)octahydrocyclopenta[c]pyrrol-5-amine BrC=1C=C(C(=NC1)CN1C[C@@H]2[C@H](C1)CC(C2)NC=2N=NC(=CC2)S(=O)(=O)C2CCCCC2)C